ClC1=C(C=2N=C(N=C(C2C=N1)N1CCC(CCC1)C(=O)OC)OC[C@H]1N(CCC1)C)F methyl 1-(7-chloro-8-fluoro-2-(((S)-1-methylpyrrolidin-2-yl)methoxy)pyrido[4,3-d]pyrimidin-4-yl)azepane-4-carboxylate